N-[6-(5-chloro-1,3-benzoxazol-2-yl)spiro[3.3]heptan-2-yl]-2-methylsulfonyl-pyridine-4-carboxamide ClC=1C=CC2=C(N=C(O2)C2CC3(CC(C3)NC(=O)C3=CC(=NC=C3)S(=O)(=O)C)C2)C1